N'-bisphenylpropyl-oxalyl-diamine C1(=CC=CC=C1)C(CCNC(C(=O)N)=O)C1=CC=CC=C1